C1=CC=C(C(=C1)[N+](=O)[O-])[O-].[Na+] Sodium o-Nitrophenolate